triallyl-trihydroxypropane C(C=C)C(CC(O)(O)O)(CC=C)CC=C